FC1(C(CN(CC1)C1=NC=2CC(CCC2C=C1C(=O)OC)C)C)F methyl 2-(4,4-difluoro-3-methylpiperidin-1-yl)-7-methyl-5,6,7,8-tetrahydroquinoline-3-carboxylate